N-(6-(1-Ethyl-3-(thiazol-2-yl)-1H-pyrazol-5-yl)-2-methoxypyridin-3-yl)-5-methyl-3-phenylisoxazole-4-carboxamide C(C)N1N=C(C=C1C1=CC=C(C(=N1)OC)NC(=O)C=1C(=NOC1C)C1=CC=CC=C1)C=1SC=CN1